FC1=CC=C(C(=O)N2CCN(C3=CC=CC=C23)C(=O)NC[C@@H]2CN(CC2)C)C=C1 (R)-4-(4-fluorobenzoyl)-N-((1-methylpyrrolidin-3-yl)methyl)-3,4-dihydroquinoxaline-1(2H)-carboxamide